C(C)(=O)NC1=CC=CC2=C1CCCCC2 acetamido-6,7,8,9-tetrahydro-5H-benzo[7]annulen